1-(2,4-difluorophenyl)-6,8-difluoro-1,4-dihydro-7-(3-hydroxypyrrolidinyl)-4-oxo-3-quinolinecarboxylic acid FC1=C(C=CC(=C1)F)N1C=C(C(C2=CC(=C(C(=C12)F)N1CC(CC1)O)F)=O)C(=O)O